(1α,2α,4α)-1,2,4-cyclohexanetricarboxylic acid C1C[C@@H]([C@@H](C[C@@H]1C(=O)O)C(=O)O)C(=O)O